N,1-dimethyl-1H-pyrrolo[2,3-b]pyridin-6-amine CNC1=CC=C2C(=N1)N(C=C2)C